ClC1=CC(=C2C(NC(N(C2=C1)C=1C(=NC=CC1)C)=O)=O)COC 7-chloro-5-(methoxymethyl)-1-(2-methylpyridin-3-yl)quinazoline-2,4(1H,3H)-dione